2-CYCLOPENTYL-1H-INDOLE-3-CARBALDEHYDE C1(CCCC1)C=1NC2=CC=CC=C2C1C=O